N-((1R)-3-cyano-3-azabicyclo[3.2.0]heptan-1-yl)-5-(2-(phenylamino)phenyl)-1H-pyrazole-3-carboxamide C(#N)N1C[C@]2(CCC2C1)NC(=O)C1=NNC(=C1)C1=C(C=CC=C1)NC1=CC=CC=C1